3-t-butoxycarbonylamino-6-(3-trifluoromethylpyridin-2-yl)pyrazin-2-pyrazinamide N1=C(C=NC=C1)C(=O)N.C(C)(C)(C)OC(=O)NC=1C=NC(=CN1)C1=NC=CC=C1C(F)(F)F